6-chloroimidazo[1,2-b]pyridazin ClC=1C=CC=2N(N1)C=CN2